BrC=1C=C(C=CC1)C1=NOC2=C1C(C1=C(C2=O)C=CS1)=O 3-(3-bromophenyl)thieno[3',2':4,5]benzo[1,2-d]isoxazole-4,8-dione